ClCCNC(=O)N1CC2(CCN3N=C(C=C32)C=3C=NC2=CC=CC=C2C3)C1 N-(2-chloroethyl)-2'-(quinolin-3-yl)-5',6'-dihydrospiro[azetidine-3,4'-pyrrolo[1,2-b]pyrazole]-1-carboxamide